CC(=CCCO)CC 4-methyl-3-hexene-1-ol